8-pentafluoroethyl-tetracyclo[4.4.0.12,5.17,10]-3-dodecene FC(C(F)(F)F)(C1C2C3C4C=CC(C3C(C1)C2)C4)F